C(C)(=O)[O-].C(C)[Si+](CC)CC triethylsilicon acetate